(1-((1R,4R,5S)-2-azabicyclo[2.1.1]hexan-5-yl)-7-(2-chloro-3-fluorophenyl)-2-((R)-1-(cyclopropanecarbonyl)pyrrolidin-2-yl)-6-fluoro-4-methyl-1H-pyrrolo[3,2-c]quinolin-8-yl)propionitrile [C@H]12NC[C@H]([C@@H]1N1C(=CC=3C(=NC=4C(=C(C(=CC4C31)C(C#N)C)C3=C(C(=CC=C3)F)Cl)F)C)[C@@H]3N(CCC3)C(=O)C3CC3)C2